C(C1=CC=CC=C1)N([C@H]1CC(CC1)(C(=O)N)C)CC1=CC=CC=C1 (3R)-3-(Dibenzylamino)-1-methylcyclopentane-1-carboxamide